Cl.NCC(=O)C1=CC(=CC=C1)F 2-amino-1-(3-fluorophenyl)ethan-1-one-hydrogen chloride salt